2-(2,3-difluorobenzyl)-3-ethoxy-3-oxopropanoic acid FC1=C(CC(C(=O)O)C(=O)OCC)C=CC=C1F